NC1=C(C2=C(S1)C(=CC=C2C2=C(C=C1C(=NC(=NC1=C2F)OC[C@]21CCCN1C[C@@H](C2)F)Cl)Cl)F)C#N 2-amino-4-(4,6-dichloro-8-fluoro-2-(((2R,7aS)-2-fluorotetrahydro-1H-pyrrolizin-7a(5H)-yl)methoxy)quinazolin-7-yl)-7-fluorobenzo[b]thiophene-3-carbonitrile